FC=1C=C(C=CC1NC(=O)C=1C(=CC=2N(C1)C=C(N2)C)OC)N2CCN(CC2)C(=O)OC(C)(C)C tert-butyl 4-(3-fluoro-4-(7-methoxy-2-methylimidazo[1,2-a]pyridine-6-carboxamido)phenyl)piperazine-1-carboxylate